FC(C=1C=CC(=NC1)N1CC2(CN(C2)C(=O)N2CC3(C2)NC(OC3)=O)C1)(F)F 2-[6-[5-(trifluoromethyl)-2-pyridyl]-2,6-diazaspiro[3.3]heptane-2-carbonyl]-7-oxa-2,5-diazaspiro[3.4]octan-6-one